BrC=1C=2C(N=C3N(C2C=CC1)C1=CC(=CC=C1C3(C)C)C3CCN(CC3)CC3COC1(CN(C1)C1=CC(=C(C(=C1)F)N1C(CCCC1=O)=O)F)C3)=O (4-(7-((4-(4-bromo-7,7-dimethyl-5-oxo-5,7-dihydroindolo[1,2-a]quinazolin-10-yl)piperidin-1-yl)methyl)-5-oxa-2-azaspiro[3.4]octan-2-yl)-2,6-difluorophenyl)piperidine-2,6-dione